2,4-dichloro-N-((4-((9-(cyclopropylmethyl)-9H-purin-6-yl)oxy)phenyl)carbamothioyl)benzamide ClC1=C(C(=O)NC(NC2=CC=C(C=C2)OC2=C3N=CN(C3=NC=N2)CC2CC2)=S)C=CC(=C1)Cl